BrC1=C2C=NN(C2=CC2=C1NC=C2)C2OCCCC2 4-bromo-1-(tetrahydro-2H-pyran-2-yl)-1,5-dihydropyrrolo[2,3-f]indazole